C(C)(=O)C1=NN(C2=CC=C(C=C12)C=1C=NC(=NC1)C)CC(=O)N1[C@@H](C[C@H](C1)F)CC(=O)NC1=C(C(=CC=C1)Cl)F 2-((2R,4R)-1-(2-(3-acetyl-5-(2-methylpyrimidin-5-yl)-1H-indazol-1-yl)acetyl)-4-fluoropyrrolidin-2-yl)-N-(3-chloro-2-fluorophenyl)acetamide